C(CC)C=1C=CN2C1C1=CC(=CC=C1CC2)C(=O)N 1-propyl-5,6-dihydropyrrolo[2,1-a]isoquinoline-9-carboxamide